FC=1C(=NC=NC1OC)N1CCC(CC1)C(=O)O 1-(5-fluoro-6-methoxy-pyrimidin-4-yl)piperidine-4-carboxylic acid